5-(6-chloro-3-pyridinyl)-2-(3,4-dichlorophenyl)-1-ethyl-6-methyl-4-oxo-pyridine-3-carboxylic acid ClC1=CC=C(C=N1)C=1C(C(=C(N(C1C)CC)C1=CC(=C(C=C1)Cl)Cl)C(=O)O)=O